C(C1=CC=CC=C1)OCCC1=C(C2=C(C=C(C=C2C=C1C)C(F)(F)F)F)O 2-(2-(benzyloxy)ethyl)-8-fluoro-3-methyl-6-(trifluoromethyl)naphthalene-1-ol